NC1=NC(=NC=C1)C=1C(=NN(C1OCC[C@H](C)NC1=C(C=NC(=C1)Cl)C1=NC=C(C=C1)N1CCC(CC1)N(C)C)C)C (S)-N-(4-((4-(4-aminopyrimidin-2-yl)-1,3-dimethyl-1H-pyrazol-5-yl)oxy)butan-2-yl)-6'-chloro-5-(4-(dimethylamino)piperidin-1-yl)-[2,3'-bipyridin]-4'-amine